(R)-3-(2-(difluoromethoxy)-5-fluoropyridin-4-yl)-1-isopropyl-N-(4-methyl-1,1-dioxidotetrahydro-2H-thiopyran-4-yl)-4,5,6,7-tetrahydro-1H-indazole-6-carboxamide FC(OC1=NC=C(C(=C1)C1=NN(C=2C[C@@H](CCC12)C(=O)NC1(CCS(CC1)(=O)=O)C)C(C)C)F)F